FC1=CC=CC=2OCOC21 4-Fluorobenzo[1,3]dioxolane